C(C=CC=CCCCCCCCCCCCCCCCCCC)(=O)[O-] trieicosadienoate